1-(5-chloropyridin-2-ylcarbamoyl) pyrrolidin-3-ylacetate N1CC(CC1)CC(=O)OC(NC1=NC=C(C=C1)Cl)=O